[O-]O.C(C1=CC=CC=C1)C1=C(C=CC=C1)C(C)C benzylcumene hydroperoxide